OCC1=C(C=C(O[C@@H](CCN(C(OCC[Si](C)(C)C)=O)C)C=2SC=CC2)C=C1)C 2-(Trimethylsilyl)ethyl (S)-(3-(4-(hydroxymethyl)-3-methylphenoxy)-3-(thiophen-2-yl)propyl)(methyl)carbamate